F[C@H]1[C@]2(C=C[C@@](C[C@@H]1C(=C)C=1N=NC(=CN1)C=1C=C3C=CN=CC3=CC1O)(N2)C)C 6-(3-(1-((1R,2R,3R,5R)-2-fluoro-1,5-dimethyl-8-azabicyclo[3.2.1]oct-6-en-3-yl)vinyl)-1,2,4-triazin-6-yl)isoquinolin-7-ol